C(C)(C)(C)OC(=O)NC=1C=C(C=CC1)C(CC(=O)OC)(C)C Methyl 3-(3-((tert-butoxycarbonyl)amino)phenyl)-3-methylbutanoate